NC1=NC2=C(C=N1)NN=C2N diaminopyrazolopyrimidine